ClC=1C=C2C(=NC(N3C2=C(C1C1=C(C=C(C=C1)F)F)SCC3)=O)N3CCNC1(CN(C1=O)C)C3 9-chloro-10-(2,4-difluorophenyl)-7-(2-methyl-1-oxo-2,5,8-triazaspiro[3.5]nonan-8-yl)-2,3-dihydro-5H-[1,4]thiazino[2,3,4-ij]quinazolin-5-one